6-Chloro-1,1'-dimethyl-6'-(methylsulfonyl)-[3,3'-bipyridine]-1,1'-diium bis(tetrafluoroborate) F[B-](F)(F)F.F[B-](F)(F)F.ClC1=CC=C(C=[N+]1C)C=1C=[N+](C(=CC1)S(=O)(=O)C)C